tert-butyl 4-[2-[4-[(2,6-dioxo-3-piperidyl)amino]phenyl]ethyl]piperazine-1-carboxylate O=C1NC(CCC1NC1=CC=C(C=C1)CCN1CCN(CC1)C(=O)OC(C)(C)C)=O